C1OCC12CN(C2)C2=NC(=NC=C2)OC2=CC=C(C=C2)C(C)(C)C2=CC=C(OC1CC(C1)NC(OC(C)(C)C)=O)C=C2 tert-butyl ((1s,3s)-3-(4-(2-(4-((4-(2-oxa-6-azaspiro[3.3]heptane-6-yl)pyrimidin-2-yl)oxy)phenyl)propan-2-yl)phenoxy)cyclobutyl)carbamate